Prenyl Pyrophosphate O(P([O-])(=O)OP(=O)([O-])[O-])CC=C(C)C